ClC=1C=C(C=C(C1Cl)C(F)(F)F)C1(CC(=NO1)C=1C=C(C(=NC1)C#N)C)C(F)(F)F 5-(5-(3,4-dichloro-5-(trifluoromethyl)phenyl)-5-(trifluoromethyl)-4,5-dihydro-isoxazol-3-yl)-3-methylpyridinenitrile